CC1(OB(OC1(C)C)C1=CC=C(C(=O)NC[C@H]2[C@@H](C2)CCC(F)(F)F)C=C1)C |r| rac-4-(4,4,5,5-tetramethyl-1,3,2-dioxaborolan-2-yl)-N-(((trans)-2-(3,3,3-trifluoropropyl)cyclopropyl)methyl)benzamide